C(\C=C/CCCCCCCCCC)(C(=O)O)C(=O)O cis-2-tridecene-1,1-dicarboxylic acid